C1(CCCCC1)CN1[C@@H](C=2N(C=3C=NC(=NC13)NC1=C(C=C(C(=O)OC)C=C1)OC)C(=NN2)C)CC methyl (R)-4-((5-(cyclohexylmethyl)-4-ethyl-1-methyl-4,5-dihydro-[1,2,4]triazolo[4,3-f]pteridin-7-yl)amino)-3-methoxybenzoate